benzo-1,3-thiazol S1C=NC2=C1C=CC=C2